ClC1=NC=2N(C(=C1C1=C(C=C(C=C1F)F)F)N[C@@H](C(C)(C)C)C)N=CN2 5-Chloro-6-(2,4,6-trifluorophenyl)-N-[(1R)-1,2,2-trimethylpropyl][1,2,4]triazolo[1,5-a]pyrimidin-7-amin